3-[4-(5-aminopent-1-yn-1-yl)-1-oxo-3H-isoindol-2-yl]piperidine-2,6-dione NCCCC#CC1=C2CN(C(C2=CC=C1)=O)C1C(NC(CC1)=O)=O